2-bromo-1-(3,4-dimethoxyphenyl)ethan-1-one BrCC(=O)C1=CC(=C(C=C1)OC)OC